CC1(C(C(C(CC1)C)C)C#N)C 2,2,5,6-TETRAMETHYLCYCLOHEXANECARBONITRILE